NCC1=NC=C(C(=C1)OC=1C(=NC(=NC1)N)N)C(C)C 5-((2-(aminomethyl)-5-isopropylpyridin-4-yl)oxy)pyrimidine-2,4-diamine